3-(2-(di(methyl-d3) amino) ethyl)-1H-indol-4-yl glycinate NCC(=O)OC1=C2C(=CNC2=CC=C1)CCN(C([2H])([2H])[2H])C([2H])([2H])[2H]